4-(6-(3-((2-(3-carboxypentanoyl)-5-methoxybenzo[b]selenophen-6-yl)oxy)propoxy)-5-methoxybenzo[b]thiophen-2-yl)-2-ethyl-4-oxobutanoic acid C(=O)(O)C(CC(=O)C1=CC2=C([Se]1)C=C(C(=C2)OC)OCCCOC=2C(=CC1=C(SC(=C1)C(CC(C(=O)O)CC)=O)C2)OC)CC